cysteine chloride monohydrate O.N[C@@H](CS)C(=O)Cl